pentaerythritol bis(2,4-di-tert-butylphenyl)diphosphite C(C)(C)(C)C1=C(C=CC(=C1)C(C)(C)C)P(OP(O)(O)C1=C(C=C(C=C1)C(C)(C)C)C(C)(C)C)(O)O.OCC(CO)(CO)CO